2-((2-(3-(((3-Amino-6-methoxypyridin-2-yl)methyl)(tert-butoxycarbonyl)-amino)propyl)-4-fluorophenyl)amino)-5-fluoro-4-(trifluoromethyl)benzoic acid NC=1C(=NC(=CC1)OC)CN(CCCC1=C(C=CC(=C1)F)NC1=C(C(=O)O)C=C(C(=C1)C(F)(F)F)F)C(=O)OC(C)(C)C